2-(4-(3,3,3-trifluoroprop-1-yn-1-yl)phenyl)thiophene FC(C#CC1=CC=C(C=C1)C=1SC=CC1)(F)F